2-(6-{5-chloro-2-[(oxan-4-yl)amino]pyrimidin-4-yl}-1-oxo-2,3-dihydro-1H-isoindol-2-yl)-N-[(1S)-2-hydroxy-1-(3-methylphenyl)ethyl]acetamide ClC=1C(=NC(=NC1)NC1CCOCC1)C1=CC=C2CN(C(C2=C1)=O)CC(=O)N[C@H](CO)C1=CC(=CC=C1)C